2-(benzyloxy)-6-(5-chloropyridin-2-yl)-5-(trifluoromethyl)quinoline C(C1=CC=CC=C1)OC1=NC2=CC=C(C(=C2C=C1)C(F)(F)F)C1=NC=C(C=C1)Cl